(1R,3S)-3-[3-({[3-(methoxymethyl)-1-methyl-1H-pyrazol-5-yl]carbonyl}amino)-1H-pyrazol-5-yl]cyclopentyl (2S)-2-methylazetidine-1-carboxylate C[C@@H]1N(CC1)C(=O)O[C@H]1C[C@H](CC1)C1=CC(=NN1)NC(=O)C1=CC(=NN1C)COC